(3S,4R)-4-aminotetrahydropyran-3-ol N[C@H]1[C@@H](COCC1)O